(3S,4R)-3-fluoro-1-(4-((5-(2-fluoropyridin-3-yl)-8-(2-methylazetidin-1-yl)-2,7-naphthyridin-3-yl)amino)pyrimidin-2-yl)piperidin-4-ol F[C@H]1CN(CC[C@H]1O)C1=NC=CC(=N1)NC=1N=CC2=C(N=CC(=C2C1)C=1C(=NC=CC1)F)N1C(CC1)C